C(C)(C)(CCC)[Sn](OC(C)(C)C)(OC(C)(C)C)OC(C)(C)C t-hexyl-tris(t-butoxy)tin